C1(=CC=CC=C1)CC(=O)NCCC1=CC(=NO1)C(=O)OCC ethyl 5-(2-(2-phenylacetamido)ethyl)isoxazole-3-carboxylate